N1CCCC12CN(CC2)C2=C1C(=NC=C2)N(C=C1C=1C=NC=NC1)COCC[Si](C)(C)C 2-[[4-(1,7-diazaspiro[4.4]nonan-7-yl)-3-pyrimidin-5-yl-pyrrolo[2,3-b]pyridin-1-yl]methoxy]ethyl-trimethyl-silane